OC1CCN(CC1)C1=NC=NC(=C1)N1CCC(CC1)COC 4-(4-Hydroxypiperidin-1-yl)-6-(4-methoxymethyl-1-piperidinyl)-pyrimidin